5-[4-[[5-[(dimethylamino)methyl]pyrimidin-2-yl]amino]cyclohexoxy]-7-morpholino-1,6-naphthyridin-3-ol manganese [Mn].CN(C)CC=1C=NC(=NC1)NC1CCC(CC1)OC1=C2C=C(C=NC2=CC(=N1)N1CCOCC1)O